C(C1=CC=CC=C1)OC(NC1CCC2=C(C(=CS2)C(F)(F)F)C1)=O.C(=C)[Si](OC)(OC)C vinyl-methyldimethoxylsilane benzyl-N-[3-(trifluoromethyl)-4,5,6,7-tetrahydrobenzothiophen-5-yl]carbamate